6-bromo-1,7-dimethyl-1H-indazole BrC1=CC=C2C=NN(C2=C1C)C